O=C1NC(CCC1N1C(C2=CC(=C(C=C2C1=O)CN1CCN(CC1)C1CCN(CC1)C1=NC(=C(C(=O)N)C=C1)C1=CC=C(C=C1)OC1=CC=CC=C1)F)=O)=O 6-(4-(4-((2-(2,6-dioxopiperidin-3-yl)-6-fluoro-1,3-dioxoisoindoline-5-yl)methyl)piperazin-1-yl)piperidin-1-yl)-2-(4-phenoxyphenyl)nicotinamide